3-Fluoro-5-[({1-[2-fluoro-4-(trifluoromethyl)phenyl]cyclopropyl}carbonyl)amino]-2-[1-(propan-2-yl)-1H-pyrazol-4-yl]benzoic acid FC=1C(=C(C(=O)O)C=C(C1)NC(=O)C1(CC1)C1=C(C=C(C=C1)C(F)(F)F)F)C=1C=NN(C1)C(C)C